ClC1=C(C=NNC1=O)N1C[C@@H](CC1)OC1=NC=CC(=C1)C=1C(=NN(C1C)CC(=O)O)C 2-[4-[2-[(3R)-1-(5-chloro-6-oxo-1H-pyridazin-4-yl)pyrrolidin-3-yl]oxy-4-pyridyl]-3,5-dimethyl-pyrazol-1-yl]acetic acid